5-chloro-2-(difluoromethyl)-N-((1r,4r)-4-((3-(6-((2-hydroxyethyl)amino)pyridin-3-yl)-2-oxo-2,3-dihydro-1H-benzo[d]imidazol-1-yl)methyl)cyclohexyl)nicotinamide ClC=1C=NC(=C(C(=O)NC2CCC(CC2)CN2C(N(C3=C2C=CC=C3)C=3C=NC(=CC3)NCCO)=O)C1)C(F)F